C(C)(C)(C)OC(N(C)C=1C(=CC(=C2C3=C(NC12)N=CC(=C3Cl)Cl)F)F)=O (3,4-dichloro-5,7-difluoro-9H-pyrido[2,3-b]indol-8-yl)(methyl)carbamic acid tert-butyl ester